(R)-8-(2-fluoro-5-(trifluoromethyl)phenyl)-1,3,4,12a-tetrahydrobenzo[e]pyrazino[1,2-a][1,4]diazepine-6,12(2H,11H)-dione 2,2,2-trifluoroacetate FC(C(=O)O)(F)F.FC1=C(C=C(C=C1)C(F)(F)F)C1=CC2=C(NC([C@@H]3N(C2=O)CCNC3)=O)C=C1